COC=1C=C2N(C=CN(C2=CC1)C1CCN(CC1)C(C1=CC=C(C=C1)OC(F)(F)F)=O)C 6-methoxy-4-methyl-1-(1-(4-(trifluoromethoxy)benzoyl)piperidin-4-yl)-1,4-dihydroquinoxaline